N-(5-((6-((R)-3-(3,4-dichloro-2-fluorophenyl)isoxazolidine-2-yl)pyrimidine-4-yl)amino)-2-((2-(dimethylamino)ethyl)(methyl)amino)-4-methoxyphenyl)acrylamide ClC=1C(=C(C=CC1Cl)[C@@H]1N(OCC1)C1=CC(=NC=N1)NC=1C(=CC(=C(C1)NC(C=C)=O)N(C)CCN(C)C)OC)F